1-(4-cyclopropylphenyl)ethanone C1(CC1)C1=CC=C(C=C1)C(C)=O